C(C)(C)(C)OC(=O)N1C/C(/CC1)=C\1/C(OCC1)=O (E)-3-(2-oxo-dihydrofuran-3(2H)-ylidene)pyrrolidine-1-carboxylic acid tert-butyl ester